4-methoxy-N-(1,3-diphenylprop-2-en-1-yl)aniline COC1=CC=C(NC(C=CC2=CC=CC=C2)C2=CC=CC=C2)C=C1